ethyl (3S)-3-[(tert-butoxycarbonyl)amino]-3-{4-fluoro-2'-hydroxy-6'-methyl-[1,1'-biphenyl]-3-yl}propanoate C(C)(C)(C)OC(=O)N[C@@H](CC(=O)OCC)C=1C=C(C=CC1F)C1=C(C=CC=C1C)O